CCC(CCCCCCCCCCC)O 3-tetradecanol